(R)-6-chloro-3-((1-(2-(4-(3,5-dimethylpyrazin-2-yl)piperidin-1-yl)-3,6-dimethyl-4-oxo-3,4-dihydroquinazolin-8-yl)ethyl)amino)-N-(methylsulfonyl)picolinamide ClC1=CC=C(C(=N1)C(=O)NS(=O)(=O)C)N[C@H](C)C=1C=C(C=C2C(N(C(=NC12)N1CCC(CC1)C1=NC=C(N=C1C)C)C)=O)C